(1S,3S)-N1-(2-(2-(2-(2-azidoethoxy)ethoxy)ethoxy)ethyl)-N3-(5-(pentan-3-yl)pyrazolo[1,5-a]pyrimidin-7-yl)cyclopentane-1,3-diamine N(=[N+]=[N-])CCOCCOCCOCCN[C@@H]1C[C@H](CC1)NC1=CC(=NC=2N1N=CC2)C(CC)CC